BrCCO[Si](C1=CC=CC=C1)(C1=CC=CC=C1)C(C)(C)C (2-bromoethoxy)(tert-butyl)diphenyl-silane